N-[4-(3-chlorophenoxy)-3-methyl-5-sulfamylphenyl]-2-(2-chlorophenyl)acetamide ClC=1C=C(OC2=C(C=C(C=C2S(N)(=O)=O)NC(CC2=C(C=CC=C2)Cl)=O)C)C=CC1